(3-amino-5-methylphenyl)boronic acid NC=1C=C(C=C(C1)C)B(O)O